8-fluoro-6-(7H-pyrrolo[2,3-d]pyrimidin-5-yl)-[1,2,4]triazolo[1,5-a]pyridine FC=1C=2N(C=C(C1)C1=CNC=3N=CN=CC31)N=CN2